N[C@@H]1[C@@H](OCC12CCN(CC2)C=2C(=NC(=CN2)SC2=CC=NC1=C2OC[C@H]2N1C[C@H](C2)F)CO)C (3-((3S,4S)-4-amino-3-methyl-2-oxa-8-azaspiro[4.5]decan-8-yl)-6-(((6aS,8S)-8-fluoro-6a,7,8,9-tetrahydro-6H-pyrido[3,2-b]pyrrolo[1,2-d][1,4]oxazin-4-yl)thio)pyrazin-2-yl)methanol